CC1=C(C(=O)P(C2=C(C=CC(=C2)C(C)C)C(C)C)(C(C2=C(C=C(C=C2C)C)C)=O)=O)C(=CC(=C1)C)C bis(2,4,6-trimethylbenzoyl)-2,5-diisopropylphenyl-phosphine oxide